(3R)-3-amino-7-[5-(4-oxa-7-azaspiro[2.5]oct-7-yl)-1,3,4-oxadiazol-2-yl]-1,1-dioxo-5-[[4-[5-(trifluoromethyl)-1,2,4-oxadiazol-3-yl]phenyl]methyl]-2,3-dihydro-1λ6,5-benzothiazepine-4-One N[C@H]1CS(C2=C(N(C1=O)CC1=CC=C(C=C1)C1=NOC(=N1)C(F)(F)F)C=C(C=C2)C=2OC(=NN2)N2CCOC1(CC1)C2)(=O)=O